C1(CC1)C=1N=NN(C1)[C@H](C(=O)N1[C@@H](C[C@H](C1)O)C(=O)NCC=1C=NN2C1C(N(CC2)C)=O)C(C)(C)C (2S,4R)-1-[(2S)-2-(4-cyclopropyltriazol-1-yl)-3,3-dimethyl-butanoyl]-4-hydroxy-N-[(5-methyl-4-oxo-6,7-dihydropyrazolo[1,5-a]pyrazin-3-yl)methyl]pyrrolidine-2-carboxamide